CN(S(=O)(=O)C)C1=NC=CN=C1CNC1=NC(=NC=C1C(F)(F)F)NC1=CC=C(C=C1)N1CCC(CC1)NC N-methyl-N-(3-(((2-((4-(4-(methylamino)piperidin-1-yl)phenyl)amino)-5-(trifluoromethyl)pyrimidin-4-yl)amino)methyl)pyrazin-2-yl)methanesulfonamide